C(C)[C@]1(C(OCC=2C(N3CC=4C(=NC=5C=C(C(=CC5C4CN4CCOCC4)C)F)C3=CC21)=O)=O)O (S)-4-ethyl-8-fluoro-4-hydroxy-9-methyl-11-(morpholinomethyl)-1,12-dihydro-14H-pyrano[3',4':6,7]indolizino[1,2-b]quinoline-3,14(4H)-dione